ClC=1C(=C(C=C2C=C(N=CC12)NC(=O)[C@H]1[C@@H](C1)C=1N=CN(C1)C(C1=CC=CC=C1)(C1=CC=CC=C1)C1=CC=CC=C1)C=1C=NC=CC1C)F trans-N-[8-chloro-7-fluoro-6-(4-methylpyridin-3-yl)isoquinolin-3-yl]-2-[1-(triphenylmethyl)-1H-imidazol-4-yl]Cyclopropane-1-carboxamide